C(C)OC(CCC(=O)N1CC2=CC(=C(C=C2C1)Br)OC)=O 4-(5-bromo-6-methoxy-isoindolin-2-yl)-4-oxobutanoic acid ethyl ester